3-[[6-[1-(1-tert-butoxyethyl)-4-piperidyl]-5-fluoro-3-pyridyl]amino]piperidine-2,6-dione C(C)(C)(C)OC(C)N1CCC(CC1)C1=C(C=C(C=N1)NC1C(NC(CC1)=O)=O)F